N1(C=NC=C1)C1=CC2=C(N=C(S2)NC2=NC=CC(=C2)CO)C=C1 2-((6-(imidazol-1-yl)benzo[d]thiazol-2-yl)amino)-4-hydroxymethylpyridine